C(#N)CC=1C=C(C=CC1)[C@H]1[C@@H](C1)C(=O)OCC |r| rac-ethyl (1R,2R)-2-(3-(cyanomethyl)phenyl)cyclopropane-1-carboxylate